6-(2,3-Dihydro-1H-inden-5-yl)-2-azaspiro[3.4]octan C1CCC2=CC(=CC=C12)C1CC2(CNC2)CC1